(S)-N'-((6-ethyl-1H-indazol-7-yl)carbamoyl)-2-(2-hydroxy-propan-2-yl)thiazole-5-sulfonimidamide C(C)C1=CC=C2C=NNC2=C1NC(=O)N=[S@@](=O)(N)C1=CN=C(S1)C(C)(C)O